N-((3S,10R,13S)-17-(1H-benzo[d]imidazol-1-yl)-10,13-dimethyl-2,3,4,7,8,9,10,11,12,13,14,15-dodecahydro-1H-cyclopenta[a]phenanthren-3-yl)pyridine-3-sulfonamide N1(C=NC2=C1C=CC=C2)C2=CCC1C3CC=C4C[C@H](CC[C@@]4(C3CC[C@]21C)C)NS(=O)(=O)C=2C=NC=CC2